FC1=C(C(=O)N[C@@H](CCCNC(CF)=N)C=2OC(=CN2)C=2C=C(C=CC2)C)C(=CC=C1)F (S)-2,6-Difluoro-N-(4-(2-fluoroacetimidamido)-1-(5-(m-tolyl)oxazol-2-yl)butyl)benzamide